NC1=C(C(=O)O)C=CC(=C1)S(F)(F)(F)(F)F 2-amino-4-(pentafluoro-lambda6-sulfanyl)benzoic acid